para-hydroxyphenylhydantoin OC1=CC=C(C=C1)N1C(=O)NC(=O)C1